N-methyl-3-[(prop-2-enoylamino)methyl]-1-[4-(trifluoromethoxy)phenyl]pyrazolo[3,4-b]pyridine-4-carboxamide CNC(=O)C=1C2=C(N=CC1)N(N=C2CNC(C=C)=O)C2=CC=C(C=C2)OC(F)(F)F